NCC(=O)N1C(C=2N(CC1)C(=C(N2)C2=C(C=C(C(=C2)Cl)F)F)NC2=CC=C(C=C2)F)(C)C 2-amino-1-(2-(5-chloro-2,4-difluorophenyl)-3-((4-fluorophenyl)amino)-8,8-dimethyl-5,6-dihydroimidazo[1,2-a]pyrazin-7(8H)-yl)ethan-1-one